[32S,34S]cysteine N[C@@H](C[32SH])C(=O)O